6,8-dihydro-5H-acridine-2-carboxamide C1=C(C=CC2=NC=3CCCCC3C=C12)C(=O)N